[(2R,5S)-2-(2-amino-1,3-benzothiazol-5-yl)-5-methyl-1-piperidyl]-N-(6-amino-5-methyl-3-pyridyl)-2-oxo-acetamide NC=1SC2=C(N1)C=C(C=C2)[C@@H]2N(C[C@H](CC2)C)C(C(=O)NC=2C=NC(=C(C2)C)N)=O